C(C)(C)(C)OC(=O)N(CCCC(=O)OC)C\C=C\B1OC(C(O1)(C)C)(C)C Methyl 4-[tert-butoxycarbonyl-[(E)-3-(4,4,5,5-tetramethyl-1,3,2-dioxaborolan-2-yl)allyl]amino]butanoate